2,4-difluoro-6-[2-fluoro-4-(4-propylcyclohexen-1-yl)phenyl]-3-(trifluoromethyl)phenol FC1=C(C(=CC(=C1C(F)(F)F)F)C1=C(C=C(C=C1)C1=CCC(CC1)CCC)F)O